[Cl-].[Cl-].[Zn+2] zinc(II) dichloride